C(C1=CC=CC=C1)OC(=O)N([C@H](C(=O)N[C@H](C(=O)OC)C1CCCCC1)C)C methyl (S)-2-((S)-2-(((benzyloxy)carbonyl)(methyl)amino)propanamido)-2-cyclohexylacetate